2-[[2-(4-chlorophenyl)acetyl]amino]-4-[2-phenoxyethyl-[4-(5,6,7,8-tetrahydro-1,8-naphthyridin-2-yl)butyl]amino]butanoic acid ClC1=CC=C(C=C1)CC(=O)NC(C(=O)O)CCN(CCCCC1=NC=2NCCCC2C=C1)CCOC1=CC=CC=C1